ClC1=C(C=C(C=C1)Cl)[C@H](CCN1C(C2=CC=CC=C2C1=O)=O)C1CCN(CC1)C (R)-2-(3-(2,5-dichlorophenyl)-3-(1-methylpiperidin-4-yl)propyl)isoindoline-1,3-dione